CC1=C(C=CC=C1C)C=CC(=O)N 3-(2,3-dimethylphenyl)acrylamide